(S)-3-(2-benzylmorpholino)benzene-1,2-diamine C(C1=CC=CC=C1)[C@@H]1OCCN(C1)C1=C(C(=CC=C1)N)N